[18F]C(O)C[C@@H](O)[C@H](O)[C@H](O)CO 2-deoxy-[18F]-fluoro-D-sorbitol